5-methyl-4-(1-methyl-1,2,3,6-tetrahydropyridin-4-yl)thiazol-2-amine CC1=C(N=C(S1)N)C=1CCN(CC1)C